1-(3-(imidazo[1,5-a]pyridin-6-yl)-6-(3-methoxypropyl)pyrazin-2-yl)piperidine-4-carboxylic acid C=1N=CN2C1C=CC(=C2)C=2C(=NC(=CN2)CCCOC)N2CCC(CC2)C(=O)O